O=C(CCO[C@@H](C)C1=NNC(C(=C1)C(F)(F)F)=O)N1CCN(CC1)C1=NC=C(C=N1)C(F)(F)F |o1:5| 3-[(1S*)-1-[3-Oxo-3-[4-[5-(trifluoromethyl)pyrimidin-2-yl]piperazin-1-yl]propoxy]ethyl]-5-(trifluoromethyl)-1H-pyridazin-6-one